2-chloro-5-({3-fluoro-4-[5-(trifluoromethyl)-1,2,4-oxadiazol-3-yl]phenyl}methoxy)pyridine ClC1=NC=C(C=C1)OCC1=CC(=C(C=C1)C1=NOC(=N1)C(F)(F)F)F